(4-(7-chloro-2H-benzo[b][1,4]oxazin-4(3H)-yl)tetrahydrofuran-2-yl)methyl 4-nitrobenzoate [N+](=O)([O-])C1=CC=C(C(=O)OCC2OCC(C2)N2C3=C(OCC2)C=C(C=C3)Cl)C=C1